(2Z)-6-[(2,6-dichlorobenzyl)oxy]-2-[(5-methoxy-1-methyl-1H-indol-3-yl)methylene]-1-benzofuran-3(2H)-one ClC1=C(COC2=CC3=C(C(/C(/O3)=C/C3=CN(C4=CC=C(C=C34)OC)C)=O)C=C2)C(=CC=C1)Cl